5-benzyl-2-(4-bromophenyl)-4,5,6,7-tetrahydro-2H-pyrazolo[4,3-c]pyridin-3-ol C(C1=CC=CC=C1)N1CC=2C(CC1)=NN(C2O)C2=CC=C(C=C2)Br